C(C)(=O)OC(C1=CC=CC=C1)C methyl-benzyl alcohol acetate